C(CC#C)NC1=NC(=NC=C1C(=O)N)NC1=CC2=C(OC[C@H](CN2)O)C=C1 4-(but-3-yn-1-ylamino)-2-(((S)-2,3,4,5-tetrahydro-3-hydroxybenzo[b][1,4]oxazepin-7-yl)amino)pyrimidine-5-carboxamide